4-(1-(3-Chloro-2-morpholinopyridin-4-yl)-1H-imidazol-4-yl)-N-(1-(methylsulfonyl)piperidin-4-yl)-5-(trifluoromethyl)pyrimidin-2-amine ClC=1C(=NC=CC1N1C=NC(=C1)C1=NC(=NC=C1C(F)(F)F)NC1CCN(CC1)S(=O)(=O)C)N1CCOCC1